2,2-dibromo-2-fluoro-1-(4-fluorophenyl)ethan-1-one BrC(C(=O)C1=CC=C(C=C1)F)(F)Br